C(N)(SN)=S amino Dithiocarbamate